BrC=1C=C2C(=NN(C2=CC1)CC1CCC1)CO (5-bromo-1-(cyclobutylmethyl)-1H-indazol-3-yl)methanol